ClC1=CC=C(C(=N1)C(=O)O)N[C@@H](C)C=1C=C(C=C2C(N(C(=NC12)N1CCC(CC1)(C)C)C)=O)C (S)-6-chloro-3-((1-(2-(4,4-dimethylpiperidin-1-yl)-3,6-dimethyl-4-oxo-3,4-dihydroquinazolin-8-yl)ethyl)amino)picolinic acid